(Z)-(1-aminoethylidene)amino 2-[4-({[(4-chlorophenyl)methoxy]carbonyl}amino)phenyl]acetate ClC1=CC=C(C=C1)COC(=O)NC1=CC=C(C=C1)CC(=O)O\N=C(\C)/N